ethyl-bis(2-hydroxyethyl)-dodecylammonium bis(trifluoromethanesulfonyl)imide [N-](S(=O)(=O)C(F)(F)F)S(=O)(=O)C(F)(F)F.C(C)[N+](CCCCCCCCCCCC)(CCO)CCO